(6-((Benzyloxy) methyl)-tert-butyl 5-(2-methyltetrahydrofuran-2-yl) pyridin-2-yl) carbamate C(N)(OC1=NC(=C(C=C1C(C)(C)C)C1(OCCC1)C)COCC1=CC=CC=C1)=O